tert-butyl (3-((1-(3-bromo-5-(1-methyl-1H-pyrazol-4-yl)phenyl)ethyl) carbamoyl)-4-methylbenzyl)carbamate BrC=1C=C(C=C(C1)C=1C=NN(C1)C)C(C)NC(=O)C=1C=C(CNC(OC(C)(C)C)=O)C=CC1C